tert-butyl 5-[(6-methyl-2-{[4-(4-methylpiperazin-1-yl)phenyl]amino}-7-oxo-5-[2-(triisopropylsilyl)ethynyl]pyrido[2,3-d]pyrimidin-8-yl)methyl]imidazole-1-carboxylate CC1=C(C2=C(N=C(N=C2)NC2=CC=C(C=C2)N2CCN(CC2)C)N(C1=O)CC1=CN=CN1C(=O)OC(C)(C)C)C#C[Si](C(C)C)(C(C)C)C(C)C